(1s,2s)-N-(6-(7-(amino(cyclopropyl)methyl)-6-fluoro-5-(trifluoromethyl)-1H-indazol-4-yl)imidazo[1,2-a]pyrazin-2-yl)-2-fluorocyclopropane-1-carboxamide NC(C=1C(=C(C(=C2C=NNC12)C=1N=CC=2N(C1)C=C(N2)NC(=O)[C@H]2[C@H](C2)F)C(F)(F)F)F)C2CC2